C1(=CC=CC=C1)CCC[N+]#[C-] 3-PHENYLPROPYL ISOCYANIDE